FC=1C=C(C(=O)NC2=CC=C(C=N2)C=2CCNCC2)C=CC1C=1CCNCC1 3-fluoro-N-(1',2',3',6'-tetrahydro-[3,4']bipyridinyl-6-yl)-4-(1,2,3,6-tetrahydro-pyridin-4-yl)-benzamide